2-[(4-[(2-acetamido-3-chloropyridin-4-yl)oxy]-3-fluorophenyl)amino]-N-(4-fluorophenyl)pyridine-3-carboxamide C(C)(=O)NC1=NC=CC(=C1Cl)OC1=C(C=C(C=C1)NC1=NC=CC=C1C(=O)NC1=CC=C(C=C1)F)F